3-(2,6-bis(benzyloxy)pyridin-3-yl)-7-(4-(dimethoxymethyl)piperidin-1-yl)-1-methyl-1H-indazole C(C1=CC=CC=C1)OC1=NC(=CC=C1C1=NN(C2=C(C=CC=C12)N1CCC(CC1)C(OC)OC)C)OCC1=CC=CC=C1